(S,Z)-1-((2',5-dichloro-5'-methoxy-[1,1'-biphenyl]-2-yl)sulfonyl)-4-fluoro-N-(4-(methylsulfonyl)but-3-en-2-yl)piperidine-4-carboxamide ClC1=C(C=C(C=C1)OC)C1=C(C=CC(=C1)Cl)S(=O)(=O)N1CCC(CC1)(C(=O)N[C@@H](C)\C=C/S(=O)(=O)C)F